3-(4-(((3,3-dimethylcyclobutyl)methyl)((1s,4s)-4-(((1-(trifluoromethyl)cyclopropyl)methyl)amino)cyclohexyl)amino)-1-oxoisoindolin-2-yl)piperidine-2,6-dione CC1(CC(C1)CN(C1=C2CN(C(C2=CC=C1)=O)C1C(NC(CC1)=O)=O)C1CCC(CC1)NCC1(CC1)C(F)(F)F)C